S1C(=NC2=C1C=CC=C2)NS(=O)(=O)C2=CC=C(C=C2)NCC2=C(C(=CC=C2)OC)O N-(benzo[d]thiazol-2-yl)-4-[(2-hydroxy-3-methoxybenzyl)amino]benzenesulfonamide